BrC1CC2(C3=C(C=CC(=C13)OC1=CC(=CC(=C1)F)Br)S(=O)(=O)C)OCCO2 3'-bromo-4'-(3-bromo-5-fluorophenoxy)-7'-(methanesulfonyl)-2',3'-dihydrospiro[1,3-dioxolane-2,1'-indene]